2-(Quinoline-2-carbonyl)-N-(p-tolyl)hydrazine-1-carbothioamide N1=C(C=CC2=CC=CC=C12)C(=O)NNC(NC1=CC=C(C=C1)C)=S